(S)-3-((S)-2-((S)-2-(2-((3S,5S,7S)-adamantan-1-yl)acetamido)-3,3-dimethylbutanamido)-3-cyclohexylpropanamido)-N-cyclopropyl-2-oxohexanamide C12(CC3CC(CC(C1)C3)C2)CC(=O)N[C@H](C(=O)N[C@H](C(=O)N[C@H](C(C(=O)NC2CC2)=O)CCC)CC2CCCCC2)C(C)(C)C